3-Methyl-5-(2-methyl-1,3-dithiolan-2-yl)phenol CC=1C=C(C=C(C1)C1(SCCS1)C)O